6-(2-amino-5-bromo-6-fluoropyridin-3-yl)-4-fluoroisoquinolin-1(2H)-one NC1=NC(=C(C=C1C=1C=C2C(=CNC(C2=CC1)=O)F)Br)F